N-hydroxy-4-(3-(isoquinolin-5-yl)ureido)benzamide ONC(C1=CC=C(C=C1)NC(=O)NC1=C2C=CN=CC2=CC=C1)=O